FC(OC1=NC=CC(=C1)C(NC(OC(C)(C)C)=O)([2H])[2H])F tert-butyl N-{[2-(difluoromethoxy)pyridin-4-yl](2H2)methyl}carbamate